8-chloro-1-(3,3-difluorocyclobutyl)-N-(propan-2-yl)-5,6-dihydro-4H-[1,2,4]triazolo[4,3-a][1]benzazepine-5-amine ClC=1C=CC2=C(CC(CC=3N2C(=NN3)C3CC(C3)(F)F)NC(C)C)C1